P(=O)(OCCCCCCCCCCCCCCCCCCCCCCCCCCCCCCCC)([O-])[O-] lacceryl phosphate